(3-(3-bromophenyl)oxetan-3-yl)(4-phenyl-4H-1,2,4-triazol-3-yl)-methanol BrC=1C=C(C=CC1)C1(COC1)C(O)C1=NN=CN1C1=CC=CC=C1